4-((4,6-divinylbenzene-2-yl)amino)butanoic acid C(=C)C1=CC(=CC(=C1)C=C)NCCCC(=O)O